CC=1C=2N(C=CC1)N=C(C2)[C@H]2N(CCC1=C2N=CN1)C1=CC=CC=C1 (S)-4-(4-methylpyrazolo[1,5-a]pyridin-2-yl)-5-phenyl-4,5,6,7-tetrahydro-1H-imidazo[4,5-c]pyridine